3-(1-(3-(5-hydroxypyrimidin-2-yl)benzyl)-6-oxo-1,6-dihydropyridazin-3-yl)benzonitrile OC=1C=NC(=NC1)C=1C=C(CN2N=C(C=CC2=O)C=2C=C(C#N)C=CC2)C=CC1